Z-(2S)-N-[(1S)-1-(2-Amino-2-oxo-ethyl)prop-2-ynyl]-1-[3-hydroxy-1-[4-(trifluoromethoxy)phenyl]cyclobutanecarbonyl]pyrrolidine-2-carboxamide NC(C[C@@H](C#C)NC(=O)[C@H]1N(CCC1)C(=O)C1(CC(C1)O)C1=CC=C(C=C1)OC(F)(F)F)=O